C(C)(C)(C)OC(=O)N1[C@@H](CCC1)C(N)=O.CC1=CC=C(C=C1)C1=CC(=NN1C1=C(C=CC=C1)S(=O)(=O)N)C(F)(F)F (5-(4-methylphenyl)-3-(trifluoromethyl)-1H-pyrazol-1-yl)benzenesulfonamide tert-butyl-(2S)-2-carbamoylpyrrolidine-1-carboxylate